tert-Butyl (E)-(4-(2-amino-5-carbamoyl-7-(3-morpholinopropoxy)-1H-benzo[d]imidazol-1-yl)but-2-en-1-yl)carbamate NC1=NC2=C(N1C/C=C/CNC(OC(C)(C)C)=O)C(=CC(=C2)C(N)=O)OCCCN2CCOCC2